C(C(=C)C)(=O)OCC[N+](C)(C)C methacryloyloxyethyl-trimethylammonium